N[C@@H]1CC=2C=CC(=NC2CC1)N1CC2(OCCO2)C(C1)NC(OC(C)(C)C)=O tert-Butyl N-[7-[(6S)-6-amino-5,6,7,8-tetrahydroquinolin-2-yl]-1,4-dioxa-7-azaspiro[4.4]nonan-9-yl]carbamate